CC(C=C)(CCC=C(C)C)C(C(=O)O)(C)C.C(C(C)C)(=O)OC(C)(C=C)CCC=C(C)C linalyl isobutyrate (3,7-dimethylocta-1,6-dien-3-yl isobutyrate)